1-butyl-5-(diaminomethylene)-3-[1,3-dioxo-2-(2-trimethylsilylethoxymethyl)-2,4-diazadispiro[4.1.57.15]tridecan-10-yl]hexahydropyrimidine-2,4,6-trione C(CCC)N1C(N(C(C(C1=O)=C(N)N)=O)C1CCC2(CC3(NC(N(C3=O)COCC[Si](C)(C)C)=O)C2)CC1)=O